2-amino-4-(hydroxymethyl)-1-(3-methoxy-2,6-dimethylphenyl)-5,6-dimethyl-1H-pyrrolo[2,3-b]pyridine-3-carbonitrile NC1=C(C=2C(=NC(=C(C2CO)C)C)N1C1=C(C(=CC=C1C)OC)C)C#N